CN1[C@@H](CCC1)COC1=NC=CC=C1 (((S)-1-methylpyrrolidin-2-yl)methoxy)pyridine